1-{2-[3-(oxan-4-yl)pyrazol-1-yl]phenyl}methanamine O1CCC(CC1)C1=NN(C=C1)C1=C(C=CC=C1)CN